FC=1C=C2C(C(N(C2=CC1)C=1C=NC=C(C1)C=C1OC(C2=CC(=CC=C12)F)=O)=O)(C)O 5-Fluoro-1-(5-((5-fluoro-3-oxoisobenzofuran-1(3H)-ylidene)methyl)pyridin-3-yl)-3-hydroxy-3-methylindolin-2-one